CC=1C(=CC=CC1)S(=O)O.C1(CCCCC1)N cyclohexylamine o-toluenesulfinate